OC1(CN(CCC1)C1=C(C=C(C=C1)C(F)(F)F)NS(=O)(=O)C=1C=C(C(=O)O)C=CC1OC)C 3-(N-(2-(3-hydroxy-3-methylpiperidin-1-yl)-5-(trifluoromethyl)phenyl)sulfamoyl)-4-methoxybenzoic acid